1-Methyl-1H-pyrazole-4-carboxylic acid (5-bromo-pyridin-3-ylmethyl)-amide BrC=1C=C(C=NC1)CNC(=O)C=1C=NN(C1)C